CC1=CC(=NC(=C1)C)C1=C(C(=O)N)C=CC(=C1)NC(=S)N (4,6-dimethylpyridin-2-yl)-4-thioureidobenzamide